(1-benzyl-1H-indazol-6-yl)-4-fluoro-1-methylpyridin-2(1H)-one C(C1=CC=CC=C1)N1N=CC2=CC=C(C=C12)C=1C(N(C=CC1F)C)=O